ClC=1C=NN2C1C=C(C=C2C(=O)NC2=CC(=CC=C2)C2(CC(C2)C)C2=NN=CN2C)CNC2(CC2)C 3-chloro-N-(3-((1s,3s)-3-methyl-1-(4-methyl-4H-1,2,4-triazol-3-yl)cyclobutyl)phenyl)-5-(((1-methylcyclopropyl)amino)methyl)pyrazolo[1,5-a]pyridine-7-carboxamide